[F-].[Na+] natrium fluoride